3-(2-methoxyphenoxy)azetidin COC1=C(OC2CNC2)C=CC=C1